C(N)(OC=1C=NC(=CC1)N1N=C(C(=C1)B1OC(C(O1)(C)C)(C)C)C)=O 6-[3-Methyl-4-(4,4,5,5-Tetramethyl-1,3,2-Dioxaborolan-2-yl)Pyrazol-1-yl]-3-Pyridyl Carbamate